N1OC(CCO1)N1C(C2=CC=CC(=C2C1=O)F)=O 2-(2,6-dioxapiperidine-3-yl)-4-fluoroisoindoline-1,3-dione